5-amino-2,3-difluorophenylboric acid NC=1C=C(C(=C(C1)OB(O)O)F)F